ClC=1C=C(C=CC1)[C@@H]1N(C[C@H](CC1)C)C(C(=O)NC=1C=C(C(=NC1)NC(OC(C)(C)C)=O)C)=O Tert-butyl N-[5-[[2-[(2R,5S)-2-(3-chlorophenyl)-5-methyl-1-piperidyl]-2-oxo-acetyl]amino]-3-methyl-2-pyridyl]carbamate